(R)-9-(1-aminoethyl)-2-(benzyloxy)-3,7-dimethyl-4H-pyrido[1,2-a]pyrimidin-4-one N[C@H](C)C1=CC(=CN2C1=NC(=C(C2=O)C)OCC2=CC=CC=C2)C